N1=C2C(=NC=C1)N=CC(=C2)C=2C=CN1N=C(N=CC12)N[C@@H]1CC[C@@H](CC1)N cis-N1-(5-(pyrido[2,3-b]pyrazin-7-yl)pyrrolo[2,1-f][1,2,4]triazin-2-yl)cyclohexane-1,4-diamine